C(C)(=O)N1CC(C2=C1C=C(C=1N2C(N(N1)CC(CO[Si](C1=CC=CC=C1)(C1=CC=CC=C1)C(C)(C)C)(F)F)=O)CC1=CC=C(C=C1)F)(C)C 6-acetyl-2-(3-((tert-butyldiphenylsilyl)oxy)-2,2-difluoropropyl)-4-(4-fluorobenzyl)-8,8-dimethyl-2,6,7,8-tetrahydro-1H-pyrrolo[2,3-e][1,2,4]triazolo[4,3-a]pyridin-1-one